N-[5-(5-fluoro-1H-benzimidazol-2-yl)-1-[(4-methoxyphenyl)-methyl]pyrazol-3-yl]-6-(4-hydroxy-1-piperidyl)pyridine-3-carboxamide FC1=CC2=C(NC(=N2)C2=CC(=NN2CC2=CC=C(C=C2)OC)NC(=O)C=2C=NC(=CC2)N2CCC(CC2)O)C=C1